OC1=C(C=CC=C1)C1(CCCCC1)C1=C(C=CC=C1)O 1,1-Bis(hydroxyphenyl)cyclohexan